2,2-difluoroethyl (trans-4-((4-(5-(methanesulfonyl)-pyridin-3-yl)-5-(trifluoromethyl)pyrimidin-2-yl)amino)cyclohexyl)(5-(2-methoxypyrimidin-5-yl)pyridin-2-yl)carbamate CS(=O)(=O)C=1C=C(C=NC1)C1=NC(=NC=C1C(F)(F)F)N[C@@H]1CC[C@H](CC1)N(C(OCC(F)F)=O)C1=NC=C(C=C1)C=1C=NC(=NC1)OC